5-((1R,4R)-2-oxa-5-azabicyclo[2.2.1]heptane-5-yl)-N-(2-chloro-4-(4-formylpiperidin-1-yl)phenyl)pyrazolo[1,5-a]pyrimidine-3-carboxamide [C@H]12OC[C@H](N(C1)C1=NC=3N(C=C1)N=CC3C(=O)NC3=C(C=C(C=C3)N3CCC(CC3)C=O)Cl)C2